SC1=CC=C(C=C1)N1C(=NC2=CC=CC(=C2C1=O)C)C 3-(4-mercaptophenyl)-2,5-dimethylquinazolin-4(3H)-one